N1C(=NC2=C1C=CC=C2)C2=CC(=NN2)NC(=O)C2=NC=C(C=C2)N2CCN(CC2)C N-[5-(1H-benzimidazol-2-yl)-1H-pyrazol-3-yl]-5-(4-methylpiperazin-1-yl)pyridine-2-carboxamide